Cl.Cl.CC(C)N1CCN(CC1)CCC(=O)O 3-[4-(propane-2-yl)piperazine-1-yl]propanoic acid dihydrochloride